N,N-dimethylpropanediamine hydrochloride Cl.CN(C(CC)N)C